C[C@H](C(=O)N1N=CC2=CC=C(C=C12)C(=O)N)COC1=CC=CC=C1 (S)-1-(2-Methyl-3-phenoxypropanoyl)-1H-indazole-6-carboxamide